2-((4-phenoxy-butyryl)glycyl)-2-azaspiro[4.4]nonane-3-carboxamide O(C1=CC=CC=C1)CCCC(=O)NCC(=O)N1CC2(CC1C(=O)N)CCCC2